4-benzyl-1-(2-methyl-2-nitropropyl)piperidine C(C1=CC=CC=C1)C1CCN(CC1)CC(C)([N+](=O)[O-])C